(R,E)-9-(4-(4-(4-methoxyphenyl)-4-oxobut-2-enoyl)piperazin-1-yl)-1,4-dimethyl-N-(1-methylcyclopropyl)-5-oxo-1,2,4,5-tetrahydroimidazo[1,2-a]quinazoline-7-sulfonamide COC1=CC=C(C=C1)C(/C=C/C(=O)N1CCN(CC1)C=1C=C(C=C2C(N(C=3N(C12)[C@@H](CN3)C)C)=O)S(=O)(=O)NC3(CC3)C)=O